C(C)S(=O)(=O)N1CC(C1)(N1N=CC(=C1)B1OC(C(O1)(C)C)(C)C)CC#N 2-(1-(ethylsulfonyl)-3-(4-(4,4,5,5-tetramethyl-1,3,2-dioxaborolan-2-yl)-1H-pyrazol-1-yl)azetidin-3-yl)acetonitrile